C(#N)CNC(=O)C1=C(C=CC=C1)B(O)O (cyanomethyl)carbamoylphenylboronic acid